tungsten rhenium-cobalt [Co].[Re].[W]